CC(COC(C=C)=O)CCO 2-propenoic acid-2-methyl-4-hydroxybutyl ester